α,α,4-trifluoro-2-(trifluoromethyl)-benzenepropanoic acid FC(C(=O)O)(CC1=C(C=C(C=C1)F)C(F)(F)F)F